2-[(3-diethylaminopropyl)dimethylsilyl]styrene C(C)N(CCC[Si](C1=C(C=C)C=CC=C1)(C)C)CC